1,5,5-tripropylcyclohexane C(CC)C1CCCC(C1)(CCC)CCC